FC(CN1C=CC2=C(C=CC=C12)C1=C(C=C2NC(C=3N(C2=C1C)C(=NN3)C)(C)C)C)F 8-[1-(2,2-difluoro-ethyl)-1H-indol-4-yl]-1,4,4,7,9-pentamethyl-5H-[1,2,4]triazolo[4,3-a]quinoxaline